methyl 4-[(1S)-1-aminoethyl]benzoate N[C@@H](C)C1=CC=C(C(=O)OC)C=C1